E-1-(3-bromo-5-nitro-4-pyridyl)-N-(2,4-dimethoxypyrimidin-5-yl)methanimine BrC=1C=NC=C(C1\C=N\C=1C(=NC(=NC1)OC)OC)[N+](=O)[O-]